(S)-1-(3-(benzothien-3-yl)-2-(dimethylamino)propyl)-3-phenethylurea S1C=C(C2=C1C=CC=C2)C[C@@H](CNC(=O)NCCC2=CC=CC=C2)N(C)C